2-amino-1-(oxolan-3-yl)ethan-1-ol NCC(O)C1COCC1